N(=C=S)C=1C=C(C=C(C1)C(F)(F)F)N1C=NC(=C1)C 1-(3-isothiocyanato-5-(trifluoromethyl)phenyl)-4-methyl-1H-imidazole